S1C2=C(C=C1NC(OC(C)(C)C)=O)C=CC=C2 tert-butyl benzo[b]thiophen-2-ylcarbamate